CC1(CC[C@@H](CN1)NC1=NC=C(C(=N1)C1=CNC=2C(N(CCCC21)C2=CC=NC=C2)=O)C(F)(F)F)C 3-(2-{[(3S)-6,6-dimethylpiperidin-3-yl]amino}-5-(trifluoromethyl)pyrimidin-4-yl)-7-(pyridin-4-yl)-1H,4H,5H,6H,7H,8H-pyrrolo[2,3-c]azepin-8-one